[4,4-diethyl-1-[[3-[(3-fluorochroman-4-yl)carbamoyl]phenyl]methyl]-6-oxo-hexahydropyrimidin-2-ylidene]ammonium C(C)C1(NC(N(C(C1)=O)CC1=CC(=CC=C1)C(NC1C(COC2=CC=CC=C12)F)=O)=[NH2+])CC